N,N'-bis(4-nitrobenzoyl)cyclohexane-1,2-diamine [N+](=O)([O-])C1=CC=C(C(=O)NC2C(CCCC2)NC(C2=CC=C(C=C2)[N+](=O)[O-])=O)C=C1